NC1=NC=CC(=C1)C[C@@H]1[C@H](N(C1=O)C(=O)N[C@H](CC)C1=CC=C(C=C1)C)C(=O)N(C)C1=NN(C=C1)C (2S,3R)-3-((2-aminopyridin-4-yl)methyl)-N2-(1-methyl-1H-pyrazol-3-yl)-N1-((R)-1-(4-methylphenyl)propyl)-N2-methyl-4-oxoazetidine-1,2-dicarboxamide